CCCC/C=C\\C/C=C\\CCCCCCCC(=O)SCCNC(=O)CCNC(=O)[C@@H](C(C)(C)COP(=O)(O)OP(=O)(O)OC[C@@H]1[C@H]([C@H]([C@@H](O1)N2C=NC3=C(N=CN=C32)N)O)OP(=O)(O)O)O The molecule is an unsaturated fatty acyl-CoA that results from the formal condensation of the thiol group of coenzyme A with the carboxy group of (9Z,12Z)-heptadecadienoic acid. It is a long-chain fatty acyl-CoA and an unsaturated fatty acyl-CoA. It is a conjugate acid of a (9Z,12Z)-heptadecadienoyl-CoA(4-).